(S)-N-(3-amino-2-(1-hydroxy-1,3-dihydrobenzo[c][1,2]oxaborole-6-carboxamido)-3-oxopropyl)-1-hydroxy-N-(2-(trifluoromethoxy)benzyl)-1,3-dihydrobenzo[c][1,2]oxaborole-6-carboxamide NC([C@H](CN(C(=O)C=1C=CC2=C(B(OC2)O)C1)CC1=C(C=CC=C1)OC(F)(F)F)NC(=O)C=1C=CC2=C(B(OC2)O)C1)=O